[SiH3]S(=O)(=O)[O-] silane-sulfonate